2-amino-N-[2,2-difluorobenzo(d)(1,3)dioxol-4-yl]-6-[(methylsulfonyl)methyl]nicotinamide NC1=C(C(=O)NC2=CC=CC=3OC(OC32)(F)F)C=CC(=N1)CS(=O)(=O)C